BrC=1C=CC(=NC1)OC1CC1 5-bromo-2-cyclopropoxypyridine